t-butyl (R)-3-(acetyloxymethyl)-4-(4-cyano-5-(trifluoromethyl)pyridin-2-yl)piperazin-1-carboxylate C(C)(=O)OC[C@H]1CN(CCN1C1=NC=C(C(=C1)C#N)C(F)(F)F)C(=O)OC(C)(C)C